C(C)N1N=CC=2C[C@@H](CCC12)N (5R)-1-ethyl-4,5,6,7-tetrahydro-1H-indazol-5-amine